2-(1-naphthoyl)-3-(4-tert-butylphenyl)-1,4,5,6-tetrahydrobenzo[6,7]cyclohepta[1,2-b]pyrrole C1(=CC=CC2=CC=CC=C12)C(=O)C1=C(C2=C(N1)C1=C(CCC2)C=CC=C1)C1=CC=C(C=C1)C(C)(C)C